ClC=1C=C(C=CC1Cl)N1N=CC2=C(B1O)C=CC=C2 2-(3,4-dichlorophenyl)benzo[d][1,2,3]diazaborinin-1(2H)-ol